ClC1=CC=C(C=N1)CNC(=O)C1=NN(C=2C(N(CCC21)CC2(CC2)S(=O)(=O)C(CO)(C)C)=O)C N-((6-Chloropyridin-3-yl)methyl)-6-((1-((1-hydroxy-2-methylpropan-2-yl)sulfonyl)cyclopropyl)methyl)-1-methyl-7-oxo-4,5,6,7-tetrahydro-1H-pyrazolo[3,4-c]pyridine-3-carboxamide